CN(C=1SC2=C(C=NC(=C2)C=2C=CC=3N(C2)C=C(N3)C)N1)C1CC(NC(C1)(C)C)(C)C N-Methyl-6-(2-methylimidazo[1,2-a]pyridin-6-yl)-N-(2,2,6,6-tetramethylpiperidin-4-yl)[1,3]thiazolo[4,5-c]pyridin-2-amin